3-fluoro-5-formyl-4-hydroxy-N-(5-phenyl-1,2,4-oxadiazol-3-yl)benzamide FC=1C=C(C(=O)NC2=NOC(=N2)C2=CC=CC=C2)C=C(C1O)C=O